5-fluoro-3-methyl-2-(2,2,2-trifluoro-1-isothiocyanatoethyl)benzofuran FC=1C=CC2=C(C(=C(O2)C(C(F)(F)F)N=C=S)C)C1